C(CCCCCCCCC#C)(=O)N undec-10-ynamide